OO.[Nb] niobium compound with hydrogen peroxide